OC1=CC(=C(CO)C=C1)OC 4-hydroxy-2-methoxybenzylalcohol